S1C(=CC=C1)S(=O)([O-])=S thiol-thiosulphonate